FC=1C(=CC(=NC1)OC)C1=CC(=NN1)C(=O)N1CCC(CC1)C(=O)NC1COC(OC1)C 1-[5-(5-fluoro-2-methoxypyridin-4-yl)-1H-pyrazole-3-carbonyl]-N-(2-methyl-1,3-dioxan-5-yl)piperidine-4-carboxamide